3-((3-chloro-2-(pyrazin-2-yl)pyridin-4-yl)sulfanyl)propionic acid-2-Ethylhexyl ester C(C)C(COC(CCSC1=C(C(=NC=C1)C1=NC=CN=C1)Cl)=O)CCCC